N1-(3,5-di-tert-butyl-[1,1':3',1''-terphenyl]-2'-yl-2'',3'',4'',5'',6''-d5)benzene-1,2-diamine C(C)(C)(C)C=1C=C(C=C(C1)C(C)(C)C)C1=C(C(=CC=C1)C1=C(C(=C(C(=C1[2H])[2H])[2H])[2H])[2H])NC=1C(=CC=CC1)N